C1(CCCC1)OC1=CC=CC(=N1)C1=CN=C(S1)N 5-(6-(cyclopentyloxy)pyridin-2-yl)thiazol-2-amine